C(C)(=O)C1=CC=2N=C3N(CCN(C3)C(CCOCC3NCC3)=O)C2N=C1 2-((3-(3-acetyl-8,9-dihydropyrido[3',2':4,5]imidazo[1,2-a]pyrazin-7(6H)-yl)-3-oxopropoxy)methyl)azetidin